2,3-dihydroxyvalerate OC(C(=O)[O-])C(CC)O